(S)-2-(5-(3-phenylpropyl)-1,3,4-oxadiazol-2-yl)piperidine-1-carboxylic acid tert-butyl ester C(C)(C)(C)OC(=O)N1[C@@H](CCCC1)C=1OC(=NN1)CCCC1=CC=CC=C1